C(C=C)N1C(N(C(N(C1=O)CC=C)=O)CC=C)=O 1,3,5-tri-2-propenyl-1,3,5-triazine-2,4,6(1h,3h,5h)-trione